N-(1,3-dihydroisobenzofuran-5-ylmethyl)-5-methyl-2-[(2S)-2-(trifluoromethylsulfonylamino)propoxy]pyridine-4-carboxamide C1OCC2=CC(=CC=C12)CNC(=O)C1=CC(=NC=C1C)OC[C@H](C)NS(=O)(=O)C(F)(F)F